methyl 1-((6-(3-(2,6-dichlorophenyl)azetidin-1-yl)pyridin-3-yl)methyl)piperidine-4-carboxylate ClC1=C(C(=CC=C1)Cl)C1CN(C1)C1=CC=C(C=N1)CN1CCC(CC1)C(=O)OC